ClC1=C(C(=CC=C1)F)C=1NC=C(N1)C1=CC=C(C=C1)F 2-(2-chloro-6-fluorophenyl)-4(s)-(4-fluorophenyl)-1H-imidazol